N1=NNC2=C1C=CC(=C2)C(=O)OC methyl 3H-1,2,3-benzotriazole-5-carboxylate